methyl-2-(((2R)-2-(5-chloropyridin-2-yl)-10-methyl-7,10-dihydro-2H-pyrano[3,2-H]isoquinolin-9(8H)-yl)methyl)-1-(((S)-oxetan-2-yl)methyl)-1H-benzo[d]imidazole-6-carboxylic acid CC1=CC(=CC=2N(C(=NC21)CN2C(C=1C3=C(C=CC1CC2)C=C[C@@H](O3)C3=NC=C(C=C3)Cl)C)C[C@H]3OCC3)C(=O)O